S(N)(=O)(=O)C1=CC=C(C=C1)NC(C)=O N-(4-sulfamoylphenyl)acetamide